2,6-dichloro-4-cyclopentylsulfanyl-pyridine ClC1=NC(=CC(=C1)SC1CCCC1)Cl